CC1C=CC(O)=CC=1.CC1C=CC=C(O)C=1.CC1C=CC=CC=1O Tricresol